NC=1C=C(C=NC1)CC(=O)N1CCOCC1 2-(5-amino-3-pyridinyl)-1-morpholino-ethanone